C(=O)C=1C(=NC2=CC=CC=C2C1)N(CC(=O)N)C 2-[(3-FORMYLQUINOLIN-2-YL)(METHYL)AMINO]ACETAMIDE